[C@H]1(CC\C=C/CCC1)OC(=O)[C@@]12OC([C@@](CC1)(C2(C)C)C)=O.NC=2C=C(C=C(C2OC)OC)CC(=O)C 1-(3-amino-4,5-dimethoxyphenyl)acetone (S,Z)-cyclooct-4-en-1-yl-(1R,4S)-4,7,7-trimethyl-3-oxo-2-oxabicyclo[2.2.1]heptane-1-carboxylate